FC=1C(=CC2=CC=C(C(=C2C1F)F)OCC)C1CCC(CC1)=O 4-(3,4,5-trifluoro-6-ethoxynaphthalen-2-yl)cyclohexanone